2,2-difluoro-7-((5-methoxy-7-methyl-1H-indol-4-yl)methyl)-6-(4-((methylsulfonyl)methyl)phenyl)-7-azaspiro[3.5]nonane FC1(CC2(C1)CC(N(CC2)CC2=C1C=CNC1=C(C=C2OC)C)C2=CC=C(C=C2)CS(=O)(=O)C)F